1-(2,2-difluoropropyl)pyrimidine-2,4(1H,3H)-dione, formic acid salt C(=O)O.FC(CN1C(NC(C=C1)=O)=O)(C)F